C(C=C)(=O)N1C2C(CC(C1)C2)N2N=C(C=1C2=NC=NC1N)C1=CC=C(C(=O)NC2=NC=CC(=C2)F)C=C1 4-(1-(2-acryloyl-2-azabicyclo[2.2.1]heptan-6-yl)-4-amino-1H-pyrazolo[3,4-d]pyrimidin-3-yl)-N-(4-fluoropyridin-2-yl)benzamide